FC(F)(F)C1=C(C=CC=C1)[Si](Cl)(Cl)Cl trifluoromethylphenyltrichlorosilane